6-Oxo-1,6-dihydropyridine-3-carboxamide O=C1C=CC(=CN1)C(=O)N